2,3,4-tri-O-acetyl-6-deoxy-6-fluoro-D-galactopyranose C(C)(=O)O[C@H]1C(O)O[C@@H]([C@@H]([C@@H]1OC(C)=O)OC(C)=O)CF